2-chloro-N-(((1R,4R)-4-(1-cyclopropyl-4-(trifluoromethyl)-1H-imidazol-2-yl)cyclohexyl)methyl)-5-methoxypyrimidin-4-amine ClC1=NC=C(C(=N1)NCC1CCC(CC1)C=1N(C=C(N1)C(F)(F)F)C1CC1)OC